5-[2-(trifluoromethoxy)ethoxy]-1,3-benzothiazol-2-amine FC(OCCOC=1C=CC2=C(N=C(S2)N)C1)(F)F